ClC1=C(C=CC=C1)N1C(N=C(C2=CC=C(C=C12)C1CC1)NCCCNS(=O)(=O)N)=O (3-((1-(2-Chlorophenyl)-7-cyclopropyl-2-oxo-1,2-dihydroquinazolin-4-yl)amino)propyl)sulfamide